FC(C=1C=CC(=NC1)N1N=C(N=C1)NC=1C=CC(=NC1)C#N)(F)F 5-((1-(5-(trifluoromethyl)pyridin-2-yl)-1H-1,2,4-triazol-3-yl)amino)pyridinecarbonitrile